FC=1C=C(C=CC1)N1C[C@@H](CCC1)NC1=CC(=NC=N1)N1CCN(CC1)CCOCCOCCOCCOCCC(=O)OC(C)(C)C tert-butyl (R)-1-(4-(6-((1-(3-fluorophenyl) piperidin-3-yl) amino) pyrimidin-4-yl) piperazin-1-yl)-3,6,9,12-tetraoxapentadecan-15-oate